tert-butyl (2R,4S)-4-[(tert-butyldimethylsilyl)oxy]-2-(2-chloroacetyl)pyrrolidine-1-carboxylate [Si](C)(C)(C(C)(C)C)O[C@H]1C[C@@H](N(C1)C(=O)OC(C)(C)C)C(CCl)=O